6-(2,6-dichloro-4-nitrophenoxy)-2-(2-fluorophenyl)-3,4-dihydroisoquinoline ClC1=C(OC=2C=C3CCN(CC3=CC2)C2=C(C=CC=C2)F)C(=CC(=C1)[N+](=O)[O-])Cl